NC1=CC=C(CNC2=CC=C(C=C2)NCC2=CC=C(C=C2)N)C=C1 bis(4-aminobenzyl)p-phenylenediamine